C(C)(C)(C)OC(=O)N(C(C)CCC)C[C@@H]1N(C2=CC(=C(C(=C2C1)F)N1S(NC(C1)=O)(=O)=O)O)C(=O)OC(C)(C)C tert-butyl (2R)-2-{[(tert-butoxycarbonyl)(pentan-2-yl)amino]methyl}-4-fluoro-6-hydroxy-5-(1,1,4-trioxo-1λ6,2,5-thiadiazolidin-2-yl)-2,3-dihydro-1H-indole-1-carboxylate